C(C1=CC=CC=C1)OC1=NC(=CC=C1C1=NN(C2=CC(=CC=C12)N1CCNCC1)C)OCC1=CC=CC=C1 3-(2,6-dibenzyloxy-3-pyridyl)-1-methyl-6-piperazin-1-yl-indazole